BrC1=C(C=CC(=C1F)F)Cl 2-bromo-1-chloro-3,4-difluorobenzene